1-(9H-fluoren-9-yl)-3-oxo-2,7,10-trioxa-4-azatridecan-13-oic acid C1=CC=CC=2C3=CC=CC=C3C(C12)COC(NCCOCCOCCC(=O)O)=O